[Si](C)(C)(C(C)(C)C)OC=1C(=C(C(=O)OC)C=CC1)C methyl 3-(tert-butyl-dimethylsilyloxy)-2-methylbenzoate